COC(=O)C=1C=C(C=C(C1)C(=O)OC)B1OC(C)(C)C(C)(C)O1 3,5-dimethoxycarbonyl-phenylboronic acid pinacol ester